ethyl 1-(5-(azetidin-1-yl)-7-cyanobenzo[b]thiophen-2-yl)-1H-pyrazole-4-carboxylate N1(CCC1)C1=CC2=C(SC(=C2)N2N=CC(=C2)C(=O)OCC)C(=C1)C#N